1-([1,1'-biphenyl]-4-yl)-7-chlorodibenzo[b,d]furan C1(=CC=C(C=C1)C1=CC=CC=2OC3=C(C21)C=CC(=C3)Cl)C3=CC=CC=C3